7-cyclohexyl-1,5,7-triazabicyclo[4.4.0]-dec-5-ene C1(CCCCC1)N1C2=NCCCN2CCC1